6-(tert-butylsulfonyl)-3-iodo-7-((3-methoxyoxetan-3-yl)methoxy)imidazo[1,2-a]pyridine C(C)(C)(C)S(=O)(=O)C=1C(=CC=2N(C1)C(=CN2)I)OCC2(COC2)OC